tert-Butyl (R)-3-((4-(N,N-diethylsulfamoyl)phenyl)sulfonyl)piperidine-1-carboxylate C(C)N(S(=O)(=O)C1=CC=C(C=C1)S(=O)(=O)[C@H]1CN(CCC1)C(=O)OC(C)(C)C)CC